CC1(SC([C@@H](N1)C(=O)O)(C)C)C (S)-2,2,5,5-tetramethylthiazolidine-4-carboxylic acid